3-((13S,15S,Z)-4-fluoro-16-(hydroxymethylene)-13-methyl-17-oxo-7,8,9,11,12,13,14,15,16,17-decahydro-6H-cyclopenta[a]phenanthren-15-yl)-N-(4-morpholinopyridin-2-yl)propanamide FC1=CC=CC=2C3CC[C@@]4(C(\C(\[C@H](C4C3CCC12)CCC(=O)NC1=NC=CC(=C1)N1CCOCC1)=C/O)=O)C